ClC=1C=C(C=CC1)[C@H]1CC[C@H](C2=CC=CC=C12)NC |r| (1rs,4rs)-4-(3-chlorophenyl)-N-methyl-1,2,3,4-tetrahydro-1-naphthylamine